BrC=1C=CC2=C(O[C@H](CN2C2=CC=C(C=C2)C(F)(F)F)CNC(C)=O)N1 (S)-N-((6-bromo-1-(4-(trifluoromethyl)phenyl)-2,3-dihydro-1H-pyrido[2,3-b][1,4]oxazin-3-yl)methyl)acetamide